N-methyl-3-(1-naphthoxy)-1-phenyl-1-propanamine hydrochloride Cl.CNC(CCOC1=CC=CC2=CC=CC=C12)C1=CC=CC=C1